C(C)(C)(C)OC(=O)N1[C@@H](CN(CC1)C=1C2=C(N=CN1)N(C=C2B2OC(C(O2)(C)C)(C)C)C2=CC(=CC(=C2)F)F)C.C(CCC)C2=CC=C(C=C2)P (4-butylphenyl)phosphin tert-butyl-(R)-4-(7-(3,5-difluorophenyl)-5-(4,4,5,5-tetramethyl-1,3,2-dioxaborolan-2-yl)-7H-pyrrolo[2,3-d]pyrimidin-4-yl)-2-methylpiperazine-1-carboxylate